COC(C(CCCCC)C1=CC(CC1=O)O)=O (3-hydroxy-5-oxocyclopent-1-en-1-yl)-heptanoic acid methyl ester